N[C@H]1CC[C@H](CC1)CCO Cis-2-(4-Aminocyclohexyl)Ethan-1-ol